BrC=1C=CC(=C(C1)N1CCOCC1)[N+](=O)[O-] 4-(5-bromo-2-nitrophenyl)morpholine